tert-Butyl-7a-(aminomethyl)-2,2-dimethyl-tetrahydro-[1,3]dioxolo[4,5-c]pyridine C(C)(C)(C)C12CNCCC1(OC(O2)(C)C)CN